C1(CC1)N1C(N(C=2C(C1=O)=C(N(C(C2C)=O)C)NC2=C(C=C(C=C2)I)F)C=2C=C(C=CC2)NS(=O)C)=O N-[3-[3-cyclopropyl-5-(2-fluoro-4-iodo-anilino)-6,8-dimethyl-2,4,7-trioxo-pyrido[4,3-d]pyrimidin-1-yl]phenyl]methanesulfinamide